Cl.FC=1C(=CC2=CN(N=C2C1C)C)N 6-fluoro-2,7-dimethyl-2H-indazol-5-amine HCl salt